ClC=1C=C2C=C(NC2=CC1)CNC(N([C@H]1CN(CCC1)C(=O)C=1C=NN(C1)C)C)=O (R)-3-((5-chloro-1H-indol-2-yl)methyl)-1-methyl-1-(1-(1-methyl-1H-pyrazole-4-carbonyl)piperidin-3-yl)urea